The molecule is a pyrrolizine alkaloid that is onetine in which the hydroxy hydrogen has been replaced by an acetyl group. It has a role as a Jacobaea metabolite. It is an enone, a macrocyclic lactone, an organic heterobicyclic compound, a pyrrolizine alkaloid, a tertiary amino compound, an acetate ester and a diol. It derives from a onetine. C[C@@H]1C[C@@](C(=O)O[C@@H]2CCN(C/C=C(\\C2=O)/COC(=O)[C@]1(C)OC(=O)C)C)([C@@H](C)O)O